CC=1N=NCN1 3-methyl-5H-1,2,4-triazole